CC=1C(=NC=CC1)C(=O)N (3-methyl-2-pyridinyl)carboxamide